O(C1=CC=CC=C1)C(CCO)O 1-phenoxy-3,1-propylene glycol